FC1=C(C=CC(=C1)C1NCC(C1)=O)C=1N=C2SC3=C(N2C1)C=CC(=C3)C(=O)NCCCN3CCC(CC3)F 2-(2-fluoro-4-(4-oxopyrrolidin-2-yl)phenyl)-N-(3-(4-fluoropiperidin-1-yl)propyl)benzo[d]imidazo[2,1-b]thiazole-7-carboxamide